BrCCCCCC(C(F)(F)F)=O 7-bromo-1,1,1-trifluoroheptane-2-one